COC=1C=CC2=C(NC(=N2)C(=O)N2CC(CCC2)C(=O)N)C1 1-(6-methoxy-1H-benzo[d]imidazole-2-carbonyl)piperidine-3-carboxamide